1-[5-isobutyl-2-(2H-tetrazol-5-yl)phenyl]-4-[(4-methyl-1,2,4-triazol-3-yl)-methyl]piperazine C(C(C)C)C=1C=CC(=C(C1)N1CCN(CC1)CC1=NN=CN1C)C=1N=NNN1